5-(1-((2-carboxyphenyl)amino)ethyl)-3-(4-fluorophenyl)-7-methylquinoline-2-carboxylic acid C(=O)(O)C1=C(C=CC=C1)NC(C)C1=C2C=C(C(=NC2=CC(=C1)C)C(=O)O)C1=CC=C(C=C1)F